(2S,3S)-2-amino-3-(benzyloxy)butan-1-ol N[C@@H](CO)[C@H](C)OCC1=CC=CC=C1